1,2-dihydroquinoline-6-sulfonamide N1CC=CC2=CC(=CC=C12)S(=O)(=O)N